C(C)(C)(C)OC(=O)C1=NC(=C(C=C1)C1=C(C(=CC=C1)C#N)C)NCCOC 5-(3-cyano-2-methylphenyl)-6-[(2-methoxyethyl)amino]pyridine-2-carboxylic acid tert-butyl ester